The molecule is an organic heterotricyclic compound and sesquiterpenoid that is 11-oxatricyclo[5.3.1.0(2,6)]undecan-8-ol which is substituted by methyl groups at positions 2 and 8, and by an isopropyl group at position 5. The absolute stereochemistry is not known; it is either 1R,2R,5S,6S,7R,8R (as shown), or the enantiomer. It is an organic heterotricyclic compound, a sesquiterpenoid, a tertiary alcohol and a cyclic ether. CC(C)[C@@H]1CC[C@@]2([C@H]1[C@@H]3[C@](CC[C@H]2O3)(C)O)C